7-(tert-butyldiphenylsilyl)-2-((1-((4-chloro-1-methyl-1H-pyrazol-5-yl)methyl)-3,4-dihydroisoquinolin-2(1H)-yl)methyl)-5-oxa-7-azaspiro[3.4]octan-6-one [Si](C1=CC=CC=C1)(C1=CC=CC=C1)(C(C)(C)C)N1C(OC2(CC(C2)CN2C(C3=CC=CC=C3CC2)CC2=C(C=NN2C)Cl)C1)=O